7-(2-methoxypropan-2-yl)isoquinoline-3-carbaldehyde COC(C)(C)C1=CC=C2C=C(N=CC2=C1)C=O